2-(prop-2-yn-1-yloxy)benzonitrile C(C#C)OC1=C(C#N)C=CC=C1